L-1-Hexadecylamine C(CCCCCCCCCCCCCCC)N